8-chloroguanosine ClC=1N([C@H]2[C@H](O)[C@H](O)[C@@H](CO)O2)C=2N=C(NC(C2N1)=O)N